COC(C#CCCCCCC(=O)OCC)OC ethyl 9,9-dimethoxy-7-nonynoate